CN([C@H](CNC(=O)[C@H]1[C@@](C1)(C1=CC=CC=C1)C)CC=1C=C2C(=CN1)N(N=C2)S(=O)(=O)C2=CC=CC=C2)C (1R,2R)-N-((S)-2-(dimethylamino)-3-(1-(phenylsulfonyl)-1H-pyrazolo[3,4-c]pyridin-5-yl)propyl)-2-methyl-2-phenylcyclopropane-1-carboxamide